(S)-3-(3-Chloro-4-fluorophenyl)-1-(8,9-difluoro-6-oxo-1,2,3,4,5,6-hexahydrobenzo[c][1,7]naphthyridin-1-yl)-1-methylurea ClC=1C=C(C=CC1F)NC(N(C)[C@H]1C=2C3=C(C(NC2CNC1)=O)C=C(C(=C3)F)F)=O